N-(3-methylbenzyl)-4-(2-(p-tolyl)-2H-pyrazolo[3,4-d]pyrimidin-4-yl)piperazine-2-carboxamide CC=1C=C(CNC(=O)C2NCCN(C2)C=2C=3C(N=CN2)=NN(C3)C3=CC=C(C=C3)C)C=CC1